1-{4,8-dimethoxy-7-[3-(pyrrolidin-1-yl)propoxy]-5H-pyrido[4,3-b]indol-1-yl}pyrrolidine COC1=CN=C(C2=C1NC=1C=C(C(=CC21)OC)OCCCN2CCCC2)N2CCCC2